ClC1=C(C2=C(NC(O[C@@]23CN(CCC3)C(=O)C=3NC=C(N3)[C@H](CC3(CC3)OC)C3=CC=CC=C3)=O)C=C1)F |o1:21| (R)-6-Chloro-5-fluoro-1'-(4-((R or S)-2-(1-methoxycyclopropyl)-1-phenylethyl)-1H-imidazole-2-carbonyl)spiro[benzo[d][1,3]oxazine-4,3'-piperidin]-2(1H)-one